(1s,2r)-2-aminocyclohexanol hydrochloride Cl.N[C@H]1[C@H](CCCC1)O